FC(C1=CC=C(C=C1)/C=C/C(=O)NCC(=O)N1CC=2N(C[C@@H]1C(=O)OC(C)(C)C)N=CC2)(F)F tert-butyl (6R)-5-[2-[[(E)-3-[4-(trifluoromethyl) phenyl] prop-2-enoyl] amino] acetyl]-6,7-dihydro-4H-pyrazolo[1,5-a]pyrazine-6-carboxylate